C(CCCCCCCC)OC[Si](OC)(OC)OC n-nonoxymethyl-trimethoxysilane